FC(C(OC)C=1C=C(C2=C(N=C(O2)N2CC3CCC(C2)N3C(=O)OC(C)(C)C)C1OC(F)(F)F)C=1SC=CN1)F tert-Butyl 3-(5-(2,2-difluoro-1-methoxyethyl)-7-(thiazol-2-yl)-4-(trifluoromethoxy)benzo[d]oxazol-2-yl)-3,8-diazabicyclo[3.2.1]octane-8-carboxylate